2-(3-((1-acetylazetidin-3-yl)(4-methyl-4H-1,2,4-triazol-3-yl)methyl)phenyl)-6-(((1-methylcyclobutyl)amino)methyl)-4-(trifluoromethyl)isoindolin-1-one C(C)(=O)N1CC(C1)C(C=1C=C(C=CC1)N1C(C2=CC(=CC(=C2C1)C(F)(F)F)CNC1(CCC1)C)=O)C1=NN=CN1C